(7S)-11-chloro-9-(2,6-difluorophenyl)-3,7-dimethyl-12-(trifluoromethyl)-2,4,5,8,13-pentaazatricyclo[8.4.0.02,6]tetradeca-1(10),3,5,8,11,13-hexa-ene ClC=1C=2C(=N[C@H](C3=NN=C(N3C2C=NC1C(F)(F)F)C)C)C1=C(C=CC=C1F)F